racemic-2-chloro-4-(1-(2,2,2-trifluoro-1-(4-fluorophenyl)ethyl)-1H-pyrazol-4-yl)pyrimidine ClC1=NC=CC(=N1)C=1C=NN(C1)[C@@H](C(F)(F)F)C1=CC=C(C=C1)F |r|